ClC1=CC=C(C(=N1)C(=O)OC)NC(C)C=1C=C(C=C2C(N(C(=NC12)N1CCC(CC1)(C)C)C)=O)C methyl 6-chloro-3-((1-(2-(4,4-dimethylpiperidin-1-yl)-3,6-dimethyl-4-oxo-3,4-dihydroquinazolin-8-yl)ethyl)amino)picolinate